6-Chloro-4-((5-ethyl-1-methyl-4-oxo-4,5-dihydro-1H-pyrrolo[3,2-c]pyridin-3-yl)amino)-N-methylpyridazine-3-carboxamide ClC1=CC(=C(N=N1)C(=O)NC)NC1=CN(C2=C1C(N(C=C2)CC)=O)C